C(N)(=O)C1=CC=C(C(=C1C1=C(C=CC2=C1[C@@H]([C@](O2)(C2=NC=CC=C2)CNC(OC(C)(C)C)=O)O)Cl)F)OC |o1:15,16| Tert-butyl (((2R*,3S*,4S*)-4-(6-carbamoyl-2-fluoro-3-methoxyphenyl)-5-chloro-3-hydroxy-2-(pyridin-2-yl)-2,3-dihydrobenzofuran-2-yl)methyl)carbamate